BrC1=CC(=C2C=CC=NC2=C1CBr)C(C)(C)C 7-bromo-8-(bromomethyl)-5-(tert-butyl)quinoline